C(#N)C1(CC1)NS(=O)(=O)C=1C=C(C=2N(C1)C(=NC2)C=2SC(=NN2)C(F)F)C#CC2=CN=CS2 N-(1-cyanocyclopropyl)-3-(5-(difluoromethyl)-1,3,4-thiadiazol-2-yl)-8-(thiazol-5-ylethynyl)imidazo[1,5-a]pyridine-6-sulfonamide